4-(4-acetyl-benzyl)-2,6-difluorophenylacetic acid C(C)(=O)C1=CC=C(CC2=CC(=C(C(=C2)F)CC(=O)O)F)C=C1